5-(2,6-dimethyl-4-nitrophenoxy)-2-methoxypyridine CC1=C(OC=2C=CC(=NC2)OC)C(=CC(=C1)[N+](=O)[O-])C